Br.C1(=CC=CC=C1)[C@H]1CNCCC2=C1C=C(C(=C2)O)O |r| (±)-1-phenyl-2,3,4,5-tetrahydro-(1H)-3-benzazepine-7,8-diol hydrobromide